ClC1=NC=C2N(C(N(C2=N1)C1CCOCC1)=O)CC(=O)N1CCOCC1 2-Chloro-7-(2-morpholino-2-oxoethyl)-9-(tetrahydro-2H-pyran-4-yl)-7,9-dihydro-8H-purin-8-one